N-((7R)-2-Cyano-2-azabicyclo[2.2.1]heptan-7-yl)-5-(4-((4-fluorophenyl)amino)pyridin-3-yl)-1H-pyrazol-3-carboxamid C(#N)N1C2CCC(C1)[C@H]2NC(=O)C2=NNC(=C2)C=2C=NC=CC2NC2=CC=C(C=C2)F